S1C(=NC2=C1C=CC=C2)NC(=O)C=2C=CC=C1CCN(CC21)C2=CC=C(C(=N2)C(=O)OC(C)(C)C)C=2C(=NN(C2C)CC21CC3CC(CC(C2)C3)C1)C tert-butyl 6-[8-(1,3-benzothiazol-2-ylcarbamoyl)-3,4-dihydroisoquinolin-2(1H)-yl]-3-[3,5-dimethyl-1-(tricyclo[3.3.1.13,7]dec-1-ylmethyl)-1H-pyrazol-4-yl]pyridine-2-carboxylate